CN(C1CCC(CC1)NC1=NC=2N(C(C(=NC2C=N1)C=1C=CC(=NC1C)NS(=O)(=O)C1=C(C=CC=C1)Cl)=O)C(C)C)C N-[5-[2-[[4-(dimethyl-amino)cyclohexyl]-amino]-8-isopropyl-7-oxo-pteridin-6-yl]-6-methyl-2-pyridyl]-2-chloro-benzenesulfonamide